FC(OC1=C(C=O)C=CC(=C1)C1=NN(C=C1)C1=C(C=CC=C1)C)F 2-(difluoromethoxy)-4-[1-(2-methylphenyl)-1H-pyrazol-3-yl]benzaldehyde